ethyl 3,3-difluoroacrylate FC(=CC(=O)OCC)F